1-Butylhydantoin C(CCC)N1C(=O)NC(=O)C1